4-(chloromethyl)-2-(methylthio)pyrimidine ClCC1=NC(=NC=C1)SC